3-(3-hydroxy-5-(3-(pyrrolidin-1-ylmethyl)phenyl)picolinamido)-2,2-dimethylpropanoic acid OC=1C(=NC=C(C1)C1=CC(=CC=C1)CN1CCCC1)C(=O)NCC(C(=O)O)(C)C